COC1=CSC=C1OC 3,4-dimethoxythiophene